3-chloro-5-[(1S)-1-hydroxy-2-[(3S,4S)-3-[(4-methanesulfonylphenoxy)methyl]-4-methylpyrrolidin-1-yl]ethyl]benzonitrile ClC=1C=C(C#N)C=C(C1)[C@@H](CN1C[C@H]([C@@H](C1)C)COC1=CC=C(C=C1)S(=O)(=O)C)O